NC([C@H](C)NC(C1=CC(=CC(=C1)C(F)(F)F)C(F)(F)F)=O)=O N-[(2S)-1-amino-1-oxoprop-2-yl]-3,5-bis(trifluoromethyl)benzamide